O=C1NC(CCC1N1C(C2=CC=C(C=C2C1=O)N1CCN(CC1)CC1=NC=C(C(=O)OC(C)(C)C)C=C1)=O)=O tert-butyl 6-((4-(2-(2,6-dioxopiperidin-3-yl)-1,3-dioxoisoindolin-5-yl)piperazin-1-yl)methyl)nicotinate